CC=1C=C(NC1C)C=O 4,5-dimethylpyrrole-2-carboxaldehyde